NC=1C(=C(C=CC1)B(O)O)Cl (3-amino-2-chloro-phenyl)boronic acid